FC=1C(=NC(=NC1)N1CCC(CC1)C(=O)N1OCC[C@H]1C1=NC(=CN=C1)C)OC [1-(5-Fluoro-4-methoxy-pyrimidin-2-yl)-4-piperidyl]-[(3S)-3-(6-methylpyrazin-2-yl)isoxazolidin-2-yl]methanone